N(=[N+]=[N-])C1=C(C=C(C=C1)C(F)(F)F)F 1-azido-2-fluoro-4-(trifluoromethyl)benzene